FC(C1=NN=C(O1)C1=CC(=C(CN(S(=O)(=O)CC)C2=CC=CC=C2)C=C1)F)F N-(4-(5-(difluoromethyl)-1,3,4-oxadiazol-2-yl)-2-fluorobenzyl)-N-phenylethanesulfonamide